ClN1C=C2N(N=CC(=C2C=C1)C)NC(C)C=1C(=C(C#N)C=CC1)OC 3-(1-((7-chloro-4-methylpyrido[3,4-c]pyridazin-1-yl)amino)ethyl)-2-methoxybenzonitrile